C(C)(=O)[O-].C(CCCCCCCCCC)[N+]1(CCCCC1)CCC 1-Undecyl-1-propylpiperidinium acetat